FC=1C=CC(=C2C=C(N(C12)CCNC1=NC=NC(=C1)C=1C=C2N=CC=NC2=CC1)C)OC [2-(7-Fluoro-4-methoxy-2-methyl-indol-1-yl)-ethyl]-(6-quinoxalin-6-yl-pyrimidin-4-yl)-amine